3-ethyl-2-oxo-2,3-dihydro-1H-thieno[2,3-b][1,4]oxazine-6-carbaldehyde C(C)C1C(NC2=C(O1)SC(=C2)C=O)=O